N[C@@H]1[C@@H](OCC12CCN(CC2)C=2N=C(N(C(C2C)=O)C2=CC(=C(C(=O)NC)C=C2)OC2=C(C(=CC=C2)Cl)Cl)C)C 4-(4-((3S,4S)-4-Amino-3-methyl-2-oxa-8-azaspiro[4.5]decan-8-yl)-2,5-dimethyl-6-oxopyrimidin-1(6H)-yl)-(Sa)-(2,3-dichlorophenoxy)-N-methylbenzamide